The molecule is an 5-[2-cyclopropyl-1-(2-fluorophenyl)-2-oxoethyl]-4,5,6,7-tetrahydrothieno[3,2-c]pyridin-2-yl acetate that is the (R)-enantiomer of prasugrel (the racemate is a cardiovascular drug). It is a conjugate base of a (R)-prasugrel(1+). It is an enantiomer of a (S)-prasugrel. CC(=O)OC1=CC2=C(S1)CCN(C2)[C@H](C3=CC=CC=C3F)C(=O)C4CC4